1,4-dimethyl-3-[2-[(2-methylpropan-2-yl)oxycarbonyl-propan-2-ylamino]ethoxy]-5,7-dihydrocyclopenta[c]pyridine-6,6-dicarboxylic acid dimethyl ester COC(=O)C1(CC2=C(C(=NC(=C2C)OCCN(C(C)C)C(=O)OC(C)(C)C)C)C1)C(=O)OC